C(C1=CC=CC=C1)OCN1N=CC2=C(C1=O)CCC(N2CCO)=O 6-((benzyloxy)methyl)-1-(2-hydroxyethyl)-4,6-dihydropyrido[2,3-d]pyridazine-2,5(1h,3h)-dione